tert-butyl 4-(3-amino-6-(3-ethoxy-3-oxopropyl)-2-fluorophenoxy)butanoate NC=1C(=C(OCCCC(=O)OC(C)(C)C)C(=CC1)CCC(=O)OCC)F